5-[6-[3-(cyclopropylamino)pyrrolidin-1-yl]quinoxalin-2-yl]-7-fluoro-2-methyl-indazol-6-ol C1(CC1)NC1CN(CC1)C=1C=C2N=CC(=NC2=CC1)C1=CC2=CN(N=C2C(=C1O)F)C